1-(4-(3-(1-Cyanopyrrolidin-2-yl)-1,2,4-oxadiazol-5-yl)pyridin-2-yl)-1H-pyrazole-4-carbonitrile C(#N)N1C(CCC1)C1=NOC(=N1)C1=CC(=NC=C1)N1N=CC(=C1)C#N